C(C)(C)(C)N1N=C(C(=C1C1=CC=C(C=C1)F)C1=CC=NC=C1)CC(=O)N1CCN(CC1)C 2-[1-tert-butyl-5-(4-fluorophenyl)-4-(4-pyridyl)pyrazol-3-yl]-1-(4-methylpiperazin-1-yl)ethanone